CC=1C=C(C=CC1C)P(O)(=O)O 3,4-dimethyl-benzenephosphonic acid